CC=1C(=NC(=NC1)C(F)(F)F)N1CC2(CC1=O)CCNCC2 2-[5-methyl-2-(trifluoromethyl)pyrimidin-4-yl]-2,8-diazaspiro[4.5]decan-3-one